CN1C(=NN=C1)C1(CC2(COC2)C1)C=1C=C(C=CC1)N1C(C2=CC(=CC(=C2C1)C(F)(F)F)CNC1(CCC1)C)=O 2-(3-(6-(4-methyl-4H-1,2,4-triazol-3-yl)-2-oxaspiro[3.3]heptan-6-yl)phenyl)-6-(((1-methylcyclobutyl)amino)methyl)-4-(trifluoromethyl)isoindolin-1-one